2-(4-(ethylsulfonyl)phenyl)-N-(6-(2-methyl-2-(1-(2,2,2-trifluoroethyl)-1H-pyrazol-4-yl)propionyl)pyridin-3-yl)acetamide C(C)S(=O)(=O)C1=CC=C(C=C1)CC(=O)NC=1C=NC(=CC1)C(C(C)(C=1C=NN(C1)CC(F)(F)F)C)=O